2-(6-methyl-3-pyridyl)-7,8-dihydro-6H-pyrimido[5,4-b][1,4]oxazin-4-amine CC1=CC=C(C=N1)C=1N=C(C=2OCCNC2N1)N